CC1=C(C=C(C(=C1)OC1=CC=CC=C1)C)C(=N)NC (2,5-dimethyl-4-phenoxyphenyl)-N-methylformamidine